1,2-Dichloro-ethan ClCCCl